(R)-(1-(5,6-diphenylpyrazin-2-yl)pyrrolidin-2-yl)formaldehyde C1(=CC=CC=C1)C=1N=CC(=NC1C1=CC=CC=C1)N1[C@H](CCC1)C=O